1-(1-oxo-5-((4-(pyrimidin-2-yl)piperazin-1-yl)methyl)isoindolin-2-yl)dihydropyrimidine-2,4(1H,3H)-dione O=C1N(CC2=CC(=CC=C12)CN1CCN(CC1)C1=NC=CC=N1)N1C(NC(CC1)=O)=O